methyl (R)-6-(tert-butyl)-10-((8-(2-ethylbutoxy)-8-oxooctyl) oxy)-2-oxo-6,7-dihydro-2H-pyrido[2',1':3,4]pyrazino[1,2-b]indazole-3-carboxylate C(C)(C)(C)[C@H]1N2C(C=3N(N=C4C(=CC=CC34)OCCCCCCCC(=O)OCC(CC)CC)C1)=CC(C(=C2)C(=O)OC)=O